6-[4-cyclopropyl-7-[(3R)-1-methyl-3-piperidyl]imidazo[4,5-c]pyridazin-3-yl]benzothiophen-7-ol C1(CC1)C=1C2=C(N=NC1C1=C(C3=C(C=CS3)C=C1)O)N(C=N2)[C@H]2CN(CCC2)C